6-(4-{6-[(3R)-3-(tert-butylamino)pyrrolidin-1-yl]pyridazin-3-yl}-3-(methoxymethoxy)phenyl)-N-methylpyrimidin-4-amine C(C)(C)(C)N[C@H]1CN(CC1)C1=CC=C(N=N1)C1=C(C=C(C=C1)C1=CC(=NC=N1)NC)OCOC